C12CNCC(N1CC1=C3CN(C(C3=CC=C1)=O)C1CNCCC1)C2 3-(4-((3,6-diazabicyclo[3.1.1]heptane-6-yl)methyl)-1-oxoisoindoline-2-yl)piperidine